C1(=CC=CC=C1)C(C(=O)NC1=CC=C(C=C1)C)=CC=CC1=CC=CC=C1 2,5-diphenyl-N-(p-tolyl)penta-2,4-dienamide